CC1=NOC(=C1)[Sn](CCCC)(CCCC)CCCC 3-methyl-5-(tributylstannyl)-1,2-oxazole